OC=1C(=NN(C1C=1NC(=NN1)C1=NC(=CC2=C1C=NN2C)C(=O)N)CCO)C 4-{5-[4-hydroxy-1-(2-hydroxyethyl)-3-methyl-1H-pyrazol-5-yl]-4H-1,2,4-triazol-3-yl}-1-methyl-1H-pyrazolo[4,3-c]pyridine-6-carboxamide